2,3-dimethylmaleic acid di-n-octyl ester C(CCCCCCC)OC(\C(=C(/C(=O)OCCCCCCCC)\C)\C)=O